6-bromo-1-methyl-1H-[1,2,3]triazolo[4,5-b]pyridine BrC=1C=C2C(=NC1)N=NN2C